hexanyl-nitroindane C(CCCCC)C1(CCC2=CC=CC=C12)[N+](=O)[O-]